CS(=O)(=O)OCC1=C(C=CC(=C1)F)OC[C@@H](C)NC(=O)OC(C)(C)C (R)-2-(2-((tert-Butoxycarbonyl) amino) propoxy)-5-fluorobenzyl methanesulfonate